C(CCC)P(CC(F)(F)F)(CC)=O n-butylethyl-(2,2,2-trifluoroethyl)phosphine oxide